C1(CC1)C(=O)NC1=NC=CC(=C1)C1=CNC2=C(C=C(C=C12)C)NC(=O)C1=NC=C(N=C1)C N-(3-(2-(Cyclopropancarboxamido)pyridin-4-yl)-5-methyl-1H-indol-7-yl)-5-methylpyrazin-2-carboxamid